BrC1=NC=C(N=C1)C(=C)OCC 2-Bromo-5-(1-ethoxyvinyl)pyrazine